ClC1=C(C(=O)O)C=CC(=C1NC(CC)=O)OC(F)(F)F 2-chloro-3-(propionylamino)-4-(trifluoromethoxy)benzoic acid